O(C1=CC=CC=2C(OC(C21)=O)=O)C2=CC=CC=1C(OC(C12)=O)=O 4,4'-oxybis(2-benzofuran-1,3-dione)